O-benzyl-phosphotyrosine C(C1=CC=CC=C1)OC1=CC=C(C[C@H](NP(=O)(O)O)C(=O)O)C=C1